3-(2,5-dihydroxy-3-sulfobenzamido)isonicotinic acid OC1=C(C(=O)NC2=C(C(=O)O)C=CN=C2)C=C(C=C1S(=O)(=O)O)O